1,2,4,7,8,9-hexahydro-5H,10H-pyrano[3,4-c]chromene-5,10-dione C1COCC=2C(OC=3CCCC(C3C21)=O)=O